benzyl-((2-(3-cyclopropyl-1-(trans-3-(((2-(2,6-dioxopiperidin-3-yl)-1,3-dioxoisoindolin-5-yl) amino) methyl) cyclobutyl)-1H-pyrazol-4-yl) pyridin-4-yl) amino) piperidine-1-carboxylate N1(CCCCC1)C(=O)ON(C1=CC(=NC=C1)C=1C(=NN(C1)[C@@H]1C[C@H](C1)CNC=1C=C2C(N(C(C2=CC1)=O)C1C(NC(CC1)=O)=O)=O)C1CC1)CC1=CC=CC=C1